C(#C)C=1C=CC(=C2C=CC=NC12)N1C[C@@H](O[C@@H](C1)C)C(=O)NC1CCN(CC1)C (2R,6R)-4-(8-ethynyl-5-quinolyl)-6-methyl-N-(1-methyl-4-piperidinyl)morpholine-2-carboxamide